7-(5-(bis(4-methoxybenzyl)amino)-3-chloro-2-(trifluoromethyl)phenyl)-2-(methylthio)-7,8-dihydro-5H-pyrano[4,3-d]pyrimidin-4-ol COC1=CC=C(CN(C=2C=C(C(=C(C2)C2CC=3N=C(N=C(C3CO2)O)SC)C(F)(F)F)Cl)CC2=CC=C(C=C2)OC)C=C1